(2-chloroethyl) ethyl phosphate P(=O)(OCCCl)(OCC)[O-]